5-bromo-1,2,3-benzenetriol BrC=1C=C(C(=C(C1)O)O)O